N-((R)-2-((4-fluorophenyl)amino)-2-oxo-1-phenylethyl)pyrazine-2-carboxamide FC1=CC=C(C=C1)NC([C@@H](C1=CC=CC=C1)NC(=O)C1=NC=CN=C1)=O